ClC1=CC=C(CN(C([O-])=O)C2=CC=C(C=C2)CNC(C2=CN=C(C=C2)C(F)(F)F)=O)C=C1 4-chlorobenzyl-(4-((6-(trifluoromethyl)nicotin amido)methyl)phenyl)carbamate